[Na+].[Na+].C(C)(C)C1CC(C(CC1)C(=O)[O-])C(=O)[O-] 4-isopropylcyclohexane-1,2-dicarboxylic acid, disodium salt